tert-butyl 4-(8-chloro-4-oxo-3,4-dihydroquinazolin-2-yl)piperidine-1-carboxylate ClC=1C=CC=C2C(NC(=NC12)C1CCN(CC1)C(=O)OC(C)(C)C)=O